C1(CC1)S(=O)(=O)N1CCC(CC1)NC1=NC=C(C(=N1)C1=CN=C(S1)C)C(F)(F)F N-(1-(Cyclopropylsulfonyl)piperidin-4-yl)-4-(2-methylthiazol-5-yl)-5-(trifluoromethyl)pyrimidin-2-amine